N-((3R,4S)-1-(azetidin-3-yl)-3-methylpiperidin-4-yl)-5-isopropoxy-6-(1H-pyrazol-4-yl)-[1,2,4]triazolo[1,5-a]pyrazin-2-amine N1CC(C1)N1C[C@H]([C@H](CC1)NC1=NN2C(C=NC(=C2OC(C)C)C=2C=NNC2)=N1)C